C(C)[C@@H]1C(N2C(C=3N1N=C(C3Cl)Br)=CC(C(=C2)C(=O)O)=O)C(C)C.C(=O)(O)C(C(=O)O)C=2OC=3C=C(C=C(C3C(C2C2=CC=C(O)C=C2)=O)O)O dicarboxymethyl-genistein (R)-ethyl-2-bromo-1-chloro-6-isopropyl-10-oxo-6,10-dihydro-5H-pyrazolo[1,5-a]pyrido[2,1-c]pyrazine-9-carboxylate